CC1=CC=CC(=N1)C(=NNC(C1=CC(=C(C=C1)O)OC)=O)C1=NC(=CC=C1)C N'-(bis(6-methylpyridin-2-yl)methylene)-4-hydroxy-3-methoxybenzohydrazide